(2-((4-(4-(3-(difluoromethyl)-4-fluorophenyl)-5-oxo-4,5-dihydro-1,2,4-oxadiazol-3-yl)-1,2,5-oxadiazol-3-yl)amino)ethyl)carbamic acid tert-butyl ester C(C)(C)(C)OC(NCCNC1=NON=C1C1=NOC(N1C1=CC(=C(C=C1)F)C(F)F)=O)=O